CC(C)(C)[S@@](=O)N[C@@H]1C=2C(=NC(=CC2)CO[Si](C(C)C)(C(C)C)C(C)C)CC12CCN(CC2)C=2C=1N(C(=C(N2)C)C2=CC=CC=C2)N=CC1 (R)-2-methyl-N-[(5S)-1'-(6-methyl-7-phenyl-pyrazolo[1,5-a]pyrazin-4-yl)-2-(triisopropylsiloxymethyl)spiro[5,7-dihydro-cyclopenta[b]pyridin-6,4'-piperidin]-5-yl]propane-2-sulfinamide